Ethyl (S)-6-(2-methylmorpholino)quinoline-4-carboxylate C[C@@H]1OCCN(C1)C=1C=C2C(=CC=NC2=CC1)C(=O)OCC